F[C@H](C1(CCC1)C=1C=C(C=CC1)N1C(C2=CC(=CC(=C2C1)C(F)(F)F)CN1[C@H](CNCC1)C(C)C)=O)C1=NN=CN1C 2-(3-(1-((R)-fluoro(4-methyl-4H-1,2,4-triazol-3-yl)methyl)cyclobutyl)phenyl)-6-(((S)-2-isopropylpiperazin-1-yl)methyl)-4-(trifluoromethyl)isoindolin-1-one